1,1,4,4-Tetramethyl-6-(3-(4-nitrophenyl)ureido)-1,2,3,4-tetrahydroquinolin-1-ium Iodide [I-].C[N+]1(CCC(C2=CC(=CC=C12)NC(=O)NC1=CC=C(C=C1)[N+](=O)[O-])(C)C)C